2,2'-(ethane-1,2-diyl)bis(1,3-dioxoisoindoline-5-carboxylic acid) C(CN1C(C2=CC=C(C=C2C1=O)C(=O)O)=O)N1C(C2=CC=C(C=C2C1=O)C(=O)O)=O